ClC=1C=C(C=C2C=C(N=CC12)NC(=O)[C@H]1[C@@H](C1)C#N)N1C(OC=C1C)=O |r| (±)-(trans)-N-[8-chloro-6-(4-methyl-2-oxo-oxazol-3-yl)-3-isoquinolyl]-2-cyano-cyclopropanecarboxamide